CC1=CC2=C(C=C(S2)C(=O)N[C@H]2C[C@H](CCC2)NC2=CC(=NC3=CC=CC=C23)C(F)(F)F)C=C1 6-methyl-N-[(1R,3S)-3-{[2-(trifluoromethyl)quinolin-4-yl]amino}cyclohexyl]-1-benzothiophene-2-carboxamide